2-Fluoro-5-(5-(3-hydroxyphenyl)benzo[d]oxazol-2-yl)phenol FC1=C(C=C(C=C1)C=1OC2=C(N1)C=C(C=C2)C2=CC(=CC=C2)O)O